O1C(CCC1)OC(=O)C1C2C=CC(C1)(C2)C(=O)OC 5-tetrahydrofuran-2-yloxycarbonyl-methyloxycarbonyl-bicyclo[2.2.1]Hept-2-ene